C1(=CC=CC=C1)C1CNC(N1C1=NC=C(C=C1)C1=NOC(=N1)C(F)(F)F)=O 5-phenyl-1-{5-[5-(trifluoromethyl)-1,2,4-oxadiazol-3-yl]pyridin-2-yl}imidazolidin-2-one